3-(5,5'-diallyl-2,2'-dihydroxy-[1,1'-biphenyl]-3-yl)-1-(3-chlorophenyl)prop-2-en-1-one C(C=C)C=1C=C(C(=C(C1)C1=C(C=CC(=C1)CC=C)O)O)C=CC(=O)C1=CC(=CC=C1)Cl